(1S,2S)-2-methylcyclopropan-1-amine hydrochloride Cl.C[C@@H]1[C@H](C1)N